The molecule is a steroidal acyl-CoA(4-) that is the tetraanion of deoxycholoyl-CoA, arising from deprotonation of phosphate and diphosphate functions. It has a role as a human metabolite. It is a steroidal acyl-CoA(4-) and a 3alpha-hydroxy bile acid CoA thioester(4-). It is a conjugate base of a deoxycholoyl-CoA. C[C@H](CCC(=O)SCCNC(=O)CCNC(=O)[C@@H](C(C)(C)COP(=O)([O-])OP(=O)([O-])OC[C@@H]1[C@H]([C@H]([C@@H](O1)N2C=NC3=C(N=CN=C32)N)O)OP(=O)([O-])[O-])O)[C@H]4CC[C@@H]5[C@@]4([C@H](C[C@H]6[C@H]5CC[C@H]7[C@@]6(CC[C@H](C7)O)C)O)C